6-bromo-N2-(pentan-3-yl)pyrazine-2,3-diamine BrC1=CN=C(C(=N1)NC(CC)CC)N